ClC=1C=C2C=C(NC2=CC1OCC=1N=CSC1)CNC(CC12CC(C1)C2)=O N-({5-chloro-6-[(1,3-thiazol-4-yl)methoxy]-2-indolyl}methyl)(bicyclo[1.1.1]pent-1-yl)acetamide